CC1(NC2(CC2)CC(C1)N(C1=CC=C(N=N1)C1=NC=C(C=C1O)C=1C=NN(C1)C([2H])([2H])[2H])C)C 2-{6-[(5,5-dimethyl-4-azaspiro[2.5]octan-7-yl)(methyl)amino]pyridazin-3-yl}-5-[1-(2H3)methyl-1H-pyrazol-4-yl]pyridin-3-ol